P(O)(O)O.P(O)(O)O.C1=CC=C(C=C1)C1=CC=CC=C1 4,4'-Biphenyl bisphosphite